3-(1-tert-butoxycarbonylazetidin-3-yl)bicyclo[1.1.1]pentane-1-carboxylic acid C(C)(C)(C)OC(=O)N1CC(C1)C12CC(C1)(C2)C(=O)O